FC=1C(=CC(=NC1)NC(NC(OCC)=O)=S)I ethyl N-[[(5-fluoro-4-iodo-2-pyridinyl)amino]thioxomethyl]carbamate